C(C)N1C(NC2=C(C(=CC=3C2=C1N=CN3)CN3[C@@H]([C@H](C3)OC=3C=CC(=NC3)C(=O)NC)C)F)=O 5-(((2R,3S)-1-((3-ethyl-9-fluoro-2-oxo-2,3-dihydro-1H-pyrimido[4,5,6-de]quinazolin-8-yl)methyl)-2-methylazetidin-3-yl)oxy)-N-methylpicolinamide